C(#N)N1C2C(CC(C1CC2)C)NC(=O)C2(CC2)C2=CC=C(C=C2)OC(F)F N-{8-cyano-4-methyl-8-azabicyclo[3.2.1]octan-2-yl}-1-[4-(difluoromethoxy)phenyl]cyclopropane-1-carboxamide